FC(C1=CC=C(CC=2C=NN3C2NCC(C3)NC(C=C)=O)C=C1)(F)F N-(3-(4-(trifluoromethyl)benzyl)-4,5,6,7-tetrahydropyrazolo[1,5-a]pyrimidin-6-yl)acrylamide